Cl.N1CC[C@H]2[C@H]1CN(CC2)C(=O)C2=CC1=C(N(C(=N1)C1=CC=3C(=NC=CC3)N1CC1CC1)C)C(=C2)OC(F)F 5-[(3aR,7aS)-octahydro-1H-pyrrolo[2,3-c]pyridine-6-carbonyl]-2-[1-(cyclopropylmethyl)-1H-pyrrolo[2,3-b]pyridin-2-yl]-7-(difluoromethoxy)-1-methyl-1H-1,3-benzodiazole hydrochloride